1-ethyl-2-((1e,3e,5e)-5-(1-(6-((2-mercaptoethyl) amino)-6-oxohexyl)-3,3-dimethyl-5-sulfoindol-2-ylidene) penta-1,3-dien-1-yl)-3,3-dimethyl-3H-indol-1-ium-5-sulfonate C(C)[N+]1=C(C(C2=CC(=CC=C12)S(=O)(=O)[O-])(C)C)\C=C\C=C\C=C/1\N(C2=CC=C(C=C2C1(C)C)S(=O)(=O)O)CCCCCC(=O)NCCS